6-bromopyrazolo[1,5-a]pyrimidine-3-carbonitrile BrC=1C=NC=2N(C1)N=CC2C#N